O=C1N(CC2=CC(=CC=C12)C(C=C)=O)C1C(NC(CC1)=O)=O 3-[1-oxo-5-(prop-2-enoyl)-3H-isoindol-2-yl]Piperidine-2,6-dione